octylphenoxyethoxyethyldimethylbenzyl-ammonium C(CCCCCCC)C(C1=CC=CC=C1)[N+](C)(C)CCOCCOC1=CC=CC=C1